Cl.NC1=C(C(=NC=2N1N=C(C2CC)C)NCCC=2C(N(C=CC2)CCN)=O)C#N 7-amino-5-((2-(1-(2-aminoethyl)-2-oxo-1,2-dihydropyridin-3-yl)ethyl)amino)-3-ethyl-2-methylpyrazolo[1,5-a]pyrimidine-6-carbonitrile hydrochloride salt